2-((1-(2-(4-methoxypiperidin-1-yl)-6-methyl-4-oxo-4H-chromen-8-yl)ethyl)amino)benzoic acid COC1CCN(CC1)C=1OC2=C(C=C(C=C2C(C1)=O)C)C(C)NC1=C(C(=O)O)C=CC=C1